(1S,3R,4S)-5,5-difluoro-2-(4-methoxy-1H-indole-2-carbonyl)-N-((S,E)-1-(2-oxodihydrofuran-3(2H)-ylidene)-3-((S)-2-oxopyrrolidin-3-yl)propan-2-yl)-2-azabicyclo[2.2.2]octane-3-carboxamide FC1([C@@H]2[C@@H](N([C@H](C1)CC2)C(=O)C=2NC1=CC=CC(=C1C2)OC)C(=O)N[C@H](/C=C\2/C(OCC2)=O)C[C@H]2C(NCC2)=O)F